[Si](C)(C)(C(C)(C)C)OC1(CC(C1)O)C 3-((tert-butyldimethylsilyl)oxy)-3-methylcyclobutan-1-ol